methyl 2-(((benzyloxy) carbonyl) amino)-3,3-dicyclohexylpropionate C(C1=CC=CC=C1)OC(=O)NC(C(=O)OC)C(C1CCCCC1)C1CCCCC1